(trans)-methyl 6-(4-(((R)-2-acetoxy-3-methoxypropyl)amino)-cyclohexyl)-4-(2-chloro-3,4-difluorophenyl)-2-(thiazol-2-yl)-1,4-dihydropyrimidine-5-carboxylate C(C)(=O)O[C@H](CN[C@@H]1CC[C@H](CC1)C1=C(C(N=C(N1)C=1SC=CN1)C1=C(C(=C(C=C1)F)F)Cl)C(=O)OC)COC